ClC1=CC=C(C=C1)C=C1C(C(CC1)C)=O 2-[(4-Chlorophenyl)methylene]-5-methylcyclopentanone